O1CC(CCC1)OC=1C=CC(=C2C=CC=NC12)NC(C=C)=O N-[8-{(tetrahydro-2H-pyran-3-yl)oxy}quinolin-5-yl]acrylamide